(3,3-Difluoropyrrolidin-1-yl)-((2S,4S)-4-(4-(pyrimidin-2-yl)piperazin-1-yl)pyrrolidin-2-yl)methanone FC1(CN(CC1)C(=O)[C@H]1NC[C@H](C1)N1CCN(CC1)C1=NC=CC=N1)F